4-(4-acetylphenoxy)-butanoic acid C(C)(=O)C1=CC=C(OCCCC(=O)O)C=C1